The molecule is an indolyl carbohydrate that is 6-hydroxyindole-3-carboxylic acid in which the hydroxy group is substituted by a D-glucosyl residue. It has a role as a metabolite. It is an indolyl carbohydrate and a D-glucoside. It derives from an indole-3-carboxylic acid. C1=CC2=C(C=C1OC3[C@@H]([C@H]([C@@H]([C@H](O3)CO)O)O)O)NC=C2C(=O)O